3-ethoxy-1,3-dimethyl-2-oxoindoline-6-carboxylic acid methyl ester COC(=O)C1=CC=C2C(C(N(C2=C1)C)=O)(C)OCC